Cl.C(N)(=N)C=1C=C(SC1)CNC(=O)[C@H]1N(C[C@H](C1)OC1=C(C=CC=C1)C)C(CNC(C1=CC=C(C=C1)OC1=CC=CC=C1)=O)=O (2S,4S)-N-((4-carbamimidoylthiophen-2-yl)methyl)-1-((4-phenoxybenzoyl)glycyl)-4-(o-tolyloxy)pyrrolidine-2-carboxamide hydrochloride